3-methyl-4-((5-(4-morpholinophenyl)-1H-pyrazol-3-yl)amino)phenol CC=1C=C(C=CC1NC1=NNC(=C1)C1=CC=C(C=C1)N1CCOCC1)O